COC1=CC=C(C=C1)C=1C=NC=2N(C1)N=C(C2C2=CC=CC=C2)C2=CC=CC=C2 6-(4-methoxyphenyl)-2,3-diphenylpyrazolo[1,5-a]pyrimidine